CO[C@@](C(=O)O)(C1=CC=CC=C1)C(F)(F)F R-methoxy-trifluoromethylphenylacetic acid